(2S)-2-[4-[4-[[(3S)-2,6-dioxo-3-piperidyl]amino]-2-fluoro-phenyl]-1-piperidyl]-3-hydroxy-propanoic acid O=C1NC(CC[C@@H]1NC1=CC(=C(C=C1)C1CCN(CC1)[C@H](C(=O)O)CO)F)=O